C(C)(C)(C)OC(N(C)C)OC(C)(C)C N,N-dimethylformamide ditertiary butyl acetal